COC1=CC=C2C=C(NC2=C1)CCNC(OC(C)(C)C)=O tert-butyl (2-(6-methoxy-1H-indol-2-yl)ethyl)carbamate